ClC1=C(C=CC=C1Cl)C=1C=2N(C(=NC1C)N1CCC3(CC1)[C@@H](C1=CC=CC=C1C3)N[S@@](=O)C(C)(C)C)C=CN2 (S)-N-((S)-1'-(8-(2,3-dichlorophenyl)-7-methylimidazo[1,2-c]pyrimidin-5-yl)-1,3-dihydrospiro[indene-2,4'-piperidin]-1-yl)-2-methylpropan-2-sulfinamide